C(C1=CC=CC=C1)C=1SC(=C(N1)C)C(=O)N1C[C@H]([C@@H](CC1)C(=O)N1CCC(CC1)(O)CN1C=NC2=C(C1=O)C=CN2CC)C2=CC=CC=C2 3-{[1-({(3R,4R)-1-[(2-benzyl-4-methyl-1,3-thiazol-5-yl)carbonyl]-3-phenylpiperidin-4-yl}carbonyl)-4-hydroxypiperidin-4-yl]methyl}-7-ethyl-3,7-dihydro-4H-pyrrolo[2,3-d]pyrimidin-4-one